2-(2-(4-methylcyclohex-3-en-1-yl)propyl)decan-1-one CC1=CCC(CC1)C(CC(C=O)CCCCCCCC)C